C1C=2N(C=CN1C#N)C=CC2 azolo[1,2-a]pyrazine-2-carbonitrile